O1C(=CC=C1)C1=NC(=NC(=C1C(=O)O)NCC1=CC(=CC=C1)C(F)(F)F)NCCOC 4-(2-furyl)-2-(2-methoxyethylamino)-6-[[3-(trifluoromethyl)phenyl]methylamino]pyrimidine-5-carboxylic acid